CCCNCCCCCCNCCCCNCCNCCNCCCCCC(=O)O 4,11,16,19,22-pentaazaoctacosan-28-oic acid